ClC1CCC2=CC(=CC=C12)C#CC1=C(C=CC=C1Cl)Cl 1-chloro-5-((2,6-dichlorophenyl)ethynyl)-2,3-dihydro-1H-indene